ICCC\C=C/CCCCCC(OCCCCCCCC)OCCCCCCCC (7Z)-11-iodo-1,1-dioctyloxy-7-undecene